N1N=CC(=C1)C1=CC=C(C=C1)NC1=NC(=NC=C1)C1=CC=C2C=C(NC2=C1)C(=O)NC1CC1 6-(4-((4-(1H-pyrazol-4-yl)phenyl)-amino)-pyrimidin-2-yl)-N-cyclopropyl-1H-indole-2-carboxamide